ClC1=CC=C(C(=N1)C1=CC(=C(C(=O)NC)C=C1)F)NC(C)C=1C=C(C=C2C(N3CCCN4N=CC(C12)=C43)=O)C 4-(6-chloro-3-((1-(8-methyl-6-oxo-4,5-dihydro-3H,6H-2,2a,5a-triazaaceanthrylen-10-yl)ethyl)amino)pyridin-2-yl)-2-fluoro-N-methylbenzamide